(1S,3S)-1-((((1s,4R)-4-(2-(benzyloxy)phenyl)cyclohexyl)oxy)methyl)-3-(methylsulfonamido)cyclopentane-1-carboxamide C(C1=CC=CC=C1)OC1=C(C=CC=C1)C1CCC(CC1)OC[C@]1(C[C@H](CC1)NS(=O)(=O)C)C(=O)N